BrC=1C=C(C=C(C1)Br)NC(CC(C)=O)=O N-(3,5-dibromophenyl)-3-oxobutanamide